NCC1=C(N)C=CC(=C1F)F 2-(aminomethyl)-3,4-difluoroaniline